C(C=CC1=CC=CC=C1)(=O)O.C(#N)C1=NN(C2=CC=C(C=C12)C=1C=C(C(=O)O)C=CN1)C(C)C 2-(3-cyano-1-isopropyl-1H-indazol-5-yl)isonicotinic acid cinnamate